BrC=1C(=C(C(=O)O)C=C(C1)F)[N+](=O)[O-] bromo-5-fluoro-2-nitrobenzoic acid